C(C)(=O)OC=1C([C@@H]2C[C@@H]3CC4=C(C=CC(=C4C(C3=C([C@@]2(C(C1C(N)=O)=O)O)O)=O)OCCCC)N(C)C)N(C)C (4aS,11aR,12aS)-7-Butoxy-3-carbamoyl-1,10-bis(dimethylamino)-4a,5-dihydroxy-4,6-dioxo-1,4a,11,11a,12,12a-hexahydro-2-naphthacenyl acetate